C(CC)NCC(CO)O 1-propylamino-2,3-propanediol